C1=CC(=CC=C1C[C@H](C(=O)O)N)[OH+] The molecule is a tyrosinyl radical cation. It derives from a D-tyrosine. It is a conjugate acid of a D-tyrosinyl radical. It is an enantiomer of a L-tyrosinyl radical cation.